C(C)(C)(CC)C1=CC=CC=2C(C3=CC=CC=C3C(C12)=O)=O tertiary amyl-anthraquinone